NC=1C2=C(N=CN1)N(C=C2C2=CC=C(C=C2)NC(=O)NC2=NOC(=C2)C(C)(C)C)CCN(C)C 1-(4-(4-amino-7-(2-(dimethylamino)ethyl)-7H-pyrrolo[2,3-d]pyrimidin-5-yl)phenyl)-3-(5-tert-butyl-isoxazol-3-yl)urea